O(P([O-])(=O)OP(=O)([O-])[O-])CC=CC 2-butenyl diphosphate